BrC(C(=O)N)CBr 2,3-dibromopropionamide